ClC1=CC=C2[C@@]3(C(NC2=C1)=O)C1(N[C@H]([C@@H]3C3=C(C(=CC=C3)Cl)F)C(=O)NC3CCC(CC3)C(=O)OC)CCCCC1 methyl (1R,4r)-4-((3'R,4'S,5'R)-6''-chloro-4'-(3-chloro-2-fluorophenyl)-2''-oxodispiro[cyclohexane-1,2'-pyrrolidine-3',3''-indoline]-5'-carboxamido)cyclohexane-1-carboxylate